4-(4-fluorobenzyloxy)-3-bromo-6-methyl-1-((pyridin-2-yl)methyl)pyridin-2(1H)-one FC1=CC=C(COC2=C(C(N(C(=C2)C)CC2=NC=CC=C2)=O)Br)C=C1